2-{[(3Z)-2-methylidenepent-3-en-1-yl]amino}acetonitrile C=C(CNCC#N)\C=C/C